methoxy-5-(2-((2R,5S)-5-methyl-2-(2-(2-methyl-2-azabicyclo[2.2.1]heptan-4-yl)benzo[d]thiazol-5-yl)piperidin-1-yl)-2-oxoacetamido)nicotinamide COC1=C(C(=O)N)C=C(C=N1)NC(C(=O)N1[C@H](CC[C@@H](C1)C)C=1C=CC2=C(N=C(S2)C23CN(C(CC2)C3)C)C1)=O